CCCCCC(C)O heptane-6-ol